Methyl (3S)-7-(2-amino-5-chlorophenyl)-5-oxo-1,2,3,5,8,8a-hexahydroindolizine-3-carboxylate NC1=C(C=C(C=C1)Cl)C1=CC(N2[C@@H](CCC2C1)C(=O)OC)=O